4-(2-chlorophenyl)-N-methylbutan-2-amine ClC1=C(C=CC=C1)CCC(C)NC